C(=O)C1=CC=C(C=C1)O p-formyl-phenol